NC(O)[C@H](O)[C@@H](O)[C@H](O)[C@H](O)CO aminosorbitol